(biphenylyl)dibenzoselenophene C1(=C(C=CC=C1)C1=CC=CC=2[Se]C3=C(C21)C=CC=C3)C3=CC=CC=C3